FC=1NCCC1 2-fluoro-pyrroline